FC1(C(N(C2=C(O1)C=C(C(=C2)C2=C(C(=C(C(=C2F)F)F)F)F)F)[C@@H](C(=O)NCCC(=O)OC)C)=O)F |r| racemic-methyl 3-(2-(2,2,7-trifluoro-3-oxo-6-(perfluorophenyl)-2,3-dihydro-4H-benzo[b][1,4]oxazin-4-yl)propanamido)propanoate